C1(=CC=CC=C1)NC(OC1=C(C=CC(=C1)C1SC2=C(CO1)C=CC=C2)OC)=O 5-(2,4-dihydro-3,1-benzoxathiin-2-yl)-2-methoxyphenyl N-phenylcarbamate